4-[2-ethoxyethyl-[4-(5,6,7,8-tetrahydro-1,8-naphthyridin-2-yl)butyl]amino]-2-[[2-(1-methylcyclopropyl)acetyl]amino]butanoic acid C(C)OCCN(CCC(C(=O)O)NC(CC1(CC1)C)=O)CCCCC1=NC=2NCCCC2C=C1